C(\C=C\C(=O)O)(=O)O.C(C=C)#N acrylonitrile fumarate